5-(1H-pyrazol-3-yl)-2-[3-(2,2,6,6-tetramethylpiperidin-4-yl)-3H-[1,2,3]triazolo[4,5-c]pyridazin-6-yl]phenol N1N=C(C=C1)C=1C=CC(=C(C1)O)C1=CC2=C(N=N1)N(N=N2)C2CC(NC(C2)(C)C)(C)C